6-(difluoromethoxy)-1H-indole-2-carboxylic acid ethyl ester C(C)OC(=O)C=1NC2=CC(=CC=C2C1)OC(F)F